C(CC(=O)C)(=O)OCCOC(C=C)=O 2-acryloyloxyethyl acetoacetate